C1(=CC=CC=C1)C1=CC=CC=2NC=NC21 4-phenyl-1H-benzo[d]imidazole